C(C)(C)(C)OC(=O)N1CC(C1)CC1=CN=C(S1)[C@H]1N([C@@H](CC2=C1NC1=CC=CC=C21)C)CC(F)(F)F tert-butyl-3-((2-((1S,3R)-3-methyl-2-(2,2,2-trifluoroethyl)-2,3,4,9-tetrahydro-1H-pyrido[3,4-b]indol-1-yl)thiazol-5-yl)methyl)azetidine-1-carboxylate